1,3-Bisaminomethylcyclohexan NCC1CC(CCC1)CN